CC1(CCC2OC23C(C2CCC13C2)(C)C)C 4,4,8,8-tetramethyloctahydro-4a,7-methanonaphtho[1,8a-b]oxirene